4-chloro-1-(3-(pyrrolidin-1-ylmethyl)benzyl)-1H-imidazo[4,5-c]Quinoline-2-carboxylic acid ethyl ester C(C)OC(=O)C=1N(C2=C(C(=NC=3C=CC=CC23)Cl)N1)CC1=CC(=CC=C1)CN1CCCC1